NC1=C2C(=NC(=N1)C1=CC=CC=C1)NN=C2NC2=CC=CC=C2 4-amino-3-(phenylamino)-6-phenylpyrazolo[3,4-d]pyrimidine